8-aza-3-oxabicyclo[3.2.1]octane hydrochloride Cl.C12COCC(CC1)N2